C(C)(C)[Si](OCCS)(OCCS)C(C)C 2,2'-((diisopropylsilanediyl)bis(oxy))bis(ethane-1-thiol)